NC=1C=C(C=CC1)C=1C(=CC2=CN(N=C2C1)CCC(C)(C)O)NC(=O)C=1N=C(SC1)C=1C=NC=CC1 N-(6-(3-aminophenyl)-2-(3-hydroxy-3-methylbutyl)-2H-indazol-5-yl)-2-(pyridin-3-yl)thiazole-4-carboxamide